ClC=1C=C(CNC(=O)C2(C(N(CC2)C=2N=C3C(=NC2)NC=C3)=O)O)C=C(C1)F N-(3-chloro-5-fluorobenzyl)-3-hydroxy-2-oxo-1-(5H-pyrrolo[2,3-b]pyrazin-2-yl)pyrrolidine-3-carboxamide